4,4'-bis[4-(3,6-bistrifluoromethylcarbazolyl)styryl]Biphenyl FC(C=1C=C(C=2NC3=CC=C(C=C3C2C1)C(F)(F)F)C1=CC=C(C=CC2=CC=C(C=C2)C2=CC=C(C=C2)C=CC2=CC=C(C=C2)C2=CC(=CC=3C4=CC(=CC=C4NC23)C(F)(F)F)C(F)(F)F)C=C1)(F)F